5-[(9aR)-octahydropyrazino[2,1-c][1,4]oxazin-8-yl]-16-fluoro-7,11-dioxa-19,22,23-triazapentacyclo[16.5.2.12,6.012,17.021,24]hexacosa-1(23),2,4,6(26),12(17),13,15,18,20,24-decaen-9-ol C1OCCN2[C@@H]1CN(CC2)C2=CC=C1C3=NNC4=CN=C(C=5C(=CC=CC5OCC(COC2=C1)O)F)C=C34